2-methyl-4-(2,6,6-trimethyl-1-cyclohexen-1-yl)-2-butenal CC(C=O)=CCC1=C(CCCC1(C)C)C